3-(3-(2,4-Difluorophenyl)-4-oxo-3,4-dihydrophthalazin-1-yl)-N,N-diethylbenzenesulfonamide FC1=C(C=CC(=C1)F)N1N=C(C2=CC=CC=C2C1=O)C=1C=C(C=CC1)S(=O)(=O)N(CC)CC